[N+](=O)([O-])C=1C=CC2=C(C(NC3(CCCCC3)O2)=O)C1 6-Nitrospiro[benzo[e][1,3]oxazine-2,1'-cyclohexane]-4(3H)-one